2-methyl-2-(7-methylbenzo[d]isoxazol-3-yl)-N-(1-(pyrrolidin-1-ylmethyl)cyclopropyl)propanamide CC(C(=O)NC1(CC1)CN1CCCC1)(C)C1=NOC2=C1C=CC=C2C